ClC=1C(=CC(=NC1)F)C=1C=C2CN(CC2=CC1)C(CN1N=C(N=C1)C#N)=O 1-(2-(5-(5-chloro-2-fluoropyridin-4-yl)isoindolin-2-yl)-2-oxoethyl)-1H-1,2,4-triazole-3-carbonitrile